2,N-dicyclohexyl-2-[2-(3,4-dichloro-phenyl)-benzimidazol-1-yl]-acetamide C1(CCCCC1)C(C(=O)NC1CCCCC1)N1C(=NC2=C1C=CC=C2)C2=CC(=C(C=C2)Cl)Cl